ClC=1C=C2C(=CN1)N(C=C2C2=NC(=NC(=C2)C)C(C)(F)F)S(=O)(=O)C2CC2 5-chloro-1-cyclopropylsulfonyl-3-[2-(1,1-difluoroethyl)-6-methyl-pyrimidin-4-yl]pyrrolo[2,3-c]pyridine